7-chloro-3-(2-(3-(trifluoromethoxy)phenyl)thiazol-5-yl)-3,4-dihydroacridine-1,9(2H,10H)-dione ClC1=CC=C2NC=3CC(CC(C3C(C2=C1)=O)=O)C1=CN=C(S1)C1=CC(=CC=C1)OC(F)(F)F